N'-((3-methyl-1,2,3,5,6,7-hexahydrodicyclopenta[b,e]pyridin-8-yl)carbamoyl)-1H-imidazole-4-sulfonimidamide CC1CCC=2C1=NC1=C(C2NC(=O)N=S(=O)(N)C=2N=CNC2)CCC1